(3S,4R)-1-[4-({8-[(2R,3S)-3-[(ethanesulfonyl)methyl]-2-methylazetidin-1-yl]-5-(propan-2-yl)-2,7-naphthyridin-3-yl}amino)pyrimidin-2-yl]-3-fluoro-4-methyl-piperidin-4-ol C(C)S(=O)(=O)C[C@@H]1[C@H](N(C1)C=1N=CC(=C2C=C(N=CC12)NC1=NC(=NC=C1)N1C[C@@H]([C@@](CC1)(O)C)F)C(C)C)C